C(#N)C1(CC1)NC(=O)C1[C@H]2CN(C[C@@H]12)C(=O)C=1N=CN(C1)C(C)C (1R,5S,6r)-N-(1-cyanocyclopropyl)-3-[(1-isopropyl-1H-imidazol-4-yl)carbonyl]-3-azabicyclo[3.1.0]hexane-6-carboxamide